CN1C(CCC2=CC(=CC=C12)NC1=CC=C(C=C1)N1CCC(CC1)C(F)(F)F)=O 1-methyl-6-((4-(4-(trifluoromethyl)piperidin-1-yl)phenyl)amino)-3,4-dihydroquinolin-2(1H)-one